tert-butyl-(2R)-2-{[(4-{3-[(3-fluoro-2-methoxyphenyl)amino]-4-oxo-1H,5H,6H,7H-pyrrolo[3,2-c]pyridin-2-yl}pyridin-3-yl)oxy]methyl}pyrrolidine C(C)(C)(C)N1[C@H](CCC1)COC=1C=NC=CC1C1=C(C=2C(NCCC2N1)=O)NC1=C(C(=CC=C1)F)OC